(3-(3-fluorophenyl)-1-methyl-1H-indazol-6-yl)(4-(1-(((1r,3r)-3-hydroxycyclobutyl)methyl)-1H-benzo[d]imidazol-2-yl)piperidin-1-yl)methanone FC=1C=C(C=CC1)C1=NN(C2=CC(=CC=C12)C(=O)N1CCC(CC1)C1=NC2=C(N1CC1CC(C1)O)C=CC=C2)C